CN1[C@@H](CCC1)C(=O)O (S)-1-methylpyrrolidine-2-carboxylic acid